CC1(C(C=C(C(=O)[O-])C=C1O)O)O 4-methyl-gallate